FC(C1=NN(C(=C1)C1=CC=CC=C1)C1=CC=C(C=C1)C)F 3-difluoromethyl-5-phenyl-1-(p-tolyl)-1H-pyrazole